C(C)(C)(C)N(C(O)=O)CC1=NC(=CC(=C1)Br)Cl.CC1=CC=C(C=C1)\C=C\C(=O)C1=C(C(=C(C=C1)OC)CN1CCOCC1)O 4-methyl-2'-hydroxy-4'-methoxy-3'-morpholinomethyl-chalcone tert-butyl-((4-bromo-6-chloropyridin-2-yl)methyl)carbamate